C(CCC)C=C(C(=O)O)C#N.ClC1=CC(=C(N=N1)C(=O)N)NC1=NC=CC=C1SC 6-chloro-4-((3-(methylthio)pyridin-2-yl)amino)pyridazine-3-carboxamide n-butylcyano-acrylate